[SiH3]OOO[SiH3] disiloxy ether